2-((1r,4r)-4-formylcyclohexyl)-6-(trifluoromethoxy)-2H-indazole C(=O)C1CCC(CC1)N1N=C2C=C(C=CC2=C1)OC(F)(F)F